4-[trans-(4-aminocyclohexyl)amino]-N'-(2-chloro-5-fluoro-phenyl)-6-[4-(dimethylamino)-2-methyl-phenyl]pyrrolo[1,2-b]pyridazine-3-carboxamidine N[C@@H]1CC[C@H](CC1)NC=1C=2N(N=CC1C(=NC1=C(C=CC(=C1)F)Cl)N)C=C(C2)C2=C(C=C(C=C2)N(C)C)C